C(C)(C)(C)OC(=O)N[C@H](C(=O)N[C@H](C(=O)N[C@H](C(=O)OCC1=CC=CC=C1)CO)CCCCNC(=O)OCC1C2=CC=CC=C2C=2C=CC=CC12)CC(C)C benzyl (2S)-2-[(2S)-2-[(2S)-2-[(tert-butoxycarbonyl)amino]-4-methyl pentanamido]-6-{[(9H-fluoren-9-ylmethoxy)carbonyl]amino}hexanamido]-3-hydroxypropanoate